SCC(=O)OCC(CO)(CO)COC(CS)=O 2,2-bis[[(mercaptoacetyl)-oxy]methyl]-1,3-propanediol